6-(2-chloro-6-fluorophenyl)-4-((4-(methylsulfonyl)phenyl)amino)pyridazine-3-carboxylate ClC1=C(C(=CC=C1)F)C1=CC(=C(N=N1)C(=O)[O-])NC1=CC=C(C=C1)S(=O)(=O)C